CN1N=CC(=C1C)C=1N=C2C(=CN(C=C2)CC=2OC3=C(N2)C=C(C=C3)C)N1 2-((2-(1,5-dimethyl-1H-pyrazol-4-yl)-5H-imidazo[4,5-c]Pyridin-5-yl)methyl)-5-methylbenzo[d]Oxazole